O1C(CC1)CN1C=NC2=C1C=CC(=C2)C(=O)[O-] 1-(oxetan-2-ylmethyl)-1H-benzo[d]imidazole-5-carboxylate